ClC1=NC2=CC=C(C=C2C(=C1)Cl)C(=O)OC methyl 2,4-dichloroquinoline-6-carboxylate